methyl 1-((5-amino-2-chloropyridin-4-yl)methyl)-4-(4-fluorophenyl)-1H-pyrrole-2-carboxylate NC=1C(=CC(=NC1)Cl)CN1C(=CC(=C1)C1=CC=C(C=C1)F)C(=O)OC